FC1=CC=C(C=C1)C(C)(O)C=1C=NC(=NC1)N1CCNCC1 (4-fluorophenyl)-1-(2-(piperazin-1-yl)pyrimidin-5-yl)ethanol